benzotriazole octadecylammonium salt C(CCCCCCCCCCCCCCCCC)[NH3+].N1N=NC2=C1C=CC=C2